NC1C2CCC(C1C(C)C)C2 2-endo-amino-3-exo-isopropylbicyclo[2.2.1]heptane